ClC1=NC(=CC=C1C(=O)NS(=O)(=O)C1=NN(C=C1)CCC[C@H]1CC(N(C1)C(=O)OC(C)(C)C)(C)C)N1N=C(C=C1)OCCC1C2(C13CC3)CC2 tert-butyl (4S)-4-[3-[3-[[2-chloro-6-[3-(2-dispiro[2.0.2.1]heptan-7-ylethoxy)pyrazol-1-yl]pyridine-3-carbonyl]sulfamoyl]pyrazol-1-yl]propyl]-2,2-dimethyl-pyrrolidine-1-carboxylate